1-(4-(2,5-dimethoxybenzyl)-3-oxo-3,4-dihydro-2H-benzo[b][1,4]oxazin-7-yl)-3-(1H-indol-6-yl)urea COC1=C(CN2C3=C(OCC2=O)C=C(C=C3)NC(=O)NC3=CC=C2C=CNC2=C3)C=C(C=C1)OC